2,6,6-TRIMETHYL-NORPINAN-2-OL CC1(C2C(C(CC1)C2)(C)C)O